(4-methylpiperazin-2-yl)ethan-1-ol CN1CC(NCC1)C(C)O